N-tert-Butoxycarbonyl-N-[6-(2,3-dihydrofuran-5-yl)-5-(trifluoromethyl)-3-pyridinyl]carbamic acid tert-butyl ester C(C)(C)(C)OC(N(C=1C=NC(=C(C1)C(F)(F)F)C1=CCCO1)C(=O)OC(C)(C)C)=O